CC1CCC(NC1)C=1C=C2CCCCC2=CC1 5-methyl-2-tetralin-6-Yl-piperidine